OC([C@H](/C=C/[C@@H](C)[C@H]1CC[C@H]2\C(\CCC[C@]12C)=C\C=C1C[C@H](C[C@@H](C1)O)O)C)(C)C (1R,3R)-5-[(2E)-2-[(1R,3aS,7aR)-1-[(E,2R,5S)-6-hydroxy-5,6-dimethylhept-3-en-2-yl]-7a-methyl-2,3,3a,5,6,7-hexahydro-1H-inden-4-ylidene]ethylidene]cyclohexane-1,3-diol